oxazolimine O1C(NC=C1)=N